4-(3-methoxyphenyl)-5-(4-methoxyphenyl)-2-(trifluoromethyl)pyridine COC=1C=C(C=CC1)C1=CC(=NC=C1C1=CC=C(C=C1)OC)C(F)(F)F